The molecule is a cytidine 5'-phosphate obtained by formal condensation of the phosphate group of CMP with the phosphono group of phosphonoformic acid. It has a role as a bacterial metabolite. It is a cytidine 5'-phosphate and a monocarboxylic acid. It derives from a phosphonoformic acid and a cytidine 5'-monophosphate. It is a conjugate acid of a CMP-5'-phosphonoformate(3-). C1=CN(C(=O)N=C1N)[C@H]2[C@@H]([C@@H]([C@H](O2)COP(=O)(O)OP(=O)(C(=O)O)O)O)O